(R)-(3-(3-Chloro-1,2,4-thiadiazol-5-yl)-8-methyl-5,6-dihydro-[1,2,4]triazolo[4,3-a]pyrazin-7(8H)-yl)(4-fluorophenyl)methanone ClC1=NSC(=N1)C1=NN=C2N1CCN([C@@H]2C)C(=O)C2=CC=C(C=C2)F